N-tert-butyl-2-[(2-{4-[(2S)-2-hydroxybutoxy]pyridin-2-yl}-5H,6H,7H-cyclopenta[d]pyrimidin-4-yl)(methyl)amino]acetamide C(C)(C)(C)NC(CN(C)C=1C2=C(N=C(N1)C1=NC=CC(=C1)OC[C@H](CC)O)CCC2)=O